C(CCCCCCC)N1N=C(N=C1)CC(C(=O)OC(C)(C)C)=C tert-butyl 2-((1-octyl-1H-1,2,4-triazol-3-yl)methyl)acrylate